CC1CC(=CC(C1)=O)C1=CC(=C(C=C1)C(F)(F)F)[N+](=O)[O-] 5-methyl-3-[3-nitro-4-(trifluoromethyl)phenyl]Cyclohex-2-en-1-one